C1(CC(=O)OC(C2=CC(=CC=C2)OCC(C)C)O1)=O 3-isobutoxybenzylidene malonate